C12=CC=C(N1)C(=C1C=CC(=N1)C(=C1C=CC(N1)=C(C=1C=CC(N1)=C2NC2=CC=CC=C2)NC2=CC=CC=C2)NC2=CC=CC=C2)NC2=CC=CC=C2 (porphyrin-5,10,15,20-tetra-yl)tetraaniline